BrC1=NN(C=2N=C(N(C(C21)=O)C)N2[C@H]1[C@@H](C[C@@H]2CC1)N(C(OC(C)(C)C)=O)CC)C1OCCCC1 tert-Butyl ((1R,2R,4S)-7-(3-bromo-5-methyl-4-oxo-1-(tetrahydro-2H-pyran-2-yl)-4,5-dihydro-1H-pyrazolo[3,4-d]pyrimidin-6-yl)-7-azabicyclo[2.2.1]heptan-2-yl)(ethyl)carbamate